Cl[Si](C(C)C)(C(C)C)O[Si](C(C)C)(C(C)C)Cl chloro-[chloro(diisopropyl)silyl]oxy-diisopropyl-silane